2-butyl-4-methyltetrahydro-2H-pyran C(CCC)C1OCCC(C1)C